3-(7-((4-((4-(3-chlorophenyl)piperazin-1-yl)methyl)benzyl)oxy)-3-oxo-1,3-dihydro-2H-indazol-2-yl)piperidine-2,6-dione ClC=1C=C(C=CC1)N1CCN(CC1)CC1=CC=C(COC=2C=CC=C3C(N(NC23)C2C(NC(CC2)=O)=O)=O)C=C1